5-bromo-3-chloro-N-[(2S)-1,1,1-trifluoropropane-2-yl]pyridine-2-carboxamide BrC=1C=C(C(=NC1)C(=O)N[C@H](C(F)(F)F)C)Cl